C(C1=CC=CC=C1)C1=NOC(=N1)C1=CC2=C(N(N=N2)C(C)C)C=C1 5-(3-benzyl-1,2,4-oxadiazol-5-yl)-1-(propan-2-yl)-1H-1,2,3-benzotriazole